4-(4-bromo-1H-pyrazol-1-yl)-1-(piperidin-4-yl)-2,3-dihydro-1H-1,3-benzodiazol-2-one BrC=1C=NN(C1)C1=CC=CC=2N(C(NC21)=O)C2CCNCC2